3-((cyclopropylamino)methyl)-2-fluorobenzonitrile C1(CC1)NCC=1C(=C(C#N)C=CC1)F